2-(cis-3-fluoro-3-methylcyclobutyl)-1-[(3R)-1-methylpyrrolidin-3-yl]-1H-imidazo[4,5-c]quinoline-8-carbonitrile FC1(CC(C1)C=1N(C2=C(C=NC=3C=CC(=CC23)C#N)N1)[C@H]1CN(CC1)C)C